C(C)(C)(CC)C1=CC=C(C=C1)O 4-tertiary pentylphenol